4-([1,1'-biphenyl]-4-yl)-1H-1,2,3-triazole-5-carboxylic acid C1(=CC=C(C=C1)C=1N=NNC1C(=O)O)C1=CC=CC=C1